CN(CCN(C1=C(C=C(C(=C1)OC(C)C)NC1=NC=CC(=N1)N1CC(C2=NC(=CC=C21)C)(C)C)NC(C=C)=O)C)C N-(2-((2-(dimethylamino)ethyl)(methyl)amino)-4-isopropoxy-5-((4-(3,3,5-trimethyl-2,3-dihydro-1H-pyrrolo[3,2-b]pyridin-1-yl)pyrimidin-2-yl)amino)phenyl)acrylamide